2-(3-(4-((tert-Butyldimethylsilyl)oxy)-2-chlorophenyl)-3-hydroxyazetidin-1-yl)isonicotinic acid [Si](C)(C)(C(C)(C)C)OC1=CC(=C(C=C1)C1(CN(C1)C=1C=C(C(=O)O)C=CN1)O)Cl